5-Bromo-2-chloro-4-hydrazineyl-6-methylpyrimidine BrC=1C(=NC(=NC1C)Cl)NN